CN(CC(=O)N1CC(OCC1)C=1C=C2C(=C(NC2=CC1)C=1C=C(C=2N(C1)N=CN2)OC)C(C)C)C 2-(Dimethylamino)-1-(2-(3-isopropyl-2-(8-methoxy-[1,2,4]triazolo[1,5-a]pyridin-6-yl)-1H-indol-5-yl)morpholino)ethan-1-on